5,6-diphenoxy-4,7-bis[5-(2,6-diisopropylphenyl)-2-thienyl]benzo[c]1,2,5-thiadiazole O(C1=CC=CC=C1)C1=C(C=2C(=NSN2)C(=C1OC1=CC=CC=C1)C=1SC(=CC1)C1=C(C=CC=C1C(C)C)C(C)C)C=1SC(=CC1)C1=C(C=CC=C1C(C)C)C(C)C